BrC=1C=NN(C1)C12CC(C1)(C2)CO (3-(4-bromo-1H-pyrazol-1-yl)bicyclo[1.1.1]pentan-1-yl)methanol